((2-(trimethylsilyl)ethoxy)methyl)-4,5-dihydro-2H-benzo[e]indazol-7-amine C[Si](CCOCC=1NN=C2CCC3=C(C12)C=CC(=C3)N)(C)C